(1S,3S)-N1-(3-fluoro-5-nitro-2-pyridyl)-N3-[7-(trifluoromethyl)-[1,2,4]triazolo[1,5-a]pyridin-2-yl]cyclopentane-1,3-diamine FC=1C(=NC=C(C1)[N+](=O)[O-])N[C@@H]1C[C@H](CC1)NC1=NN2C(C=C(C=C2)C(F)(F)F)=N1